[N+](=O)([O-])C1=CC(=NC=C1)C=O 4-NITRO-PYRIDINE-2-CARBALDEHYDE